bis(cyclopentadienyl)bis[2,6-difluoro-3-(3-chloromethyl-3-methyl-2-azetidinon-1-yl)phenyl]titanium C1(C=CC=C1)[Ti](C1=C(C(=CC=C1F)N1C(C(C1)(CCl)C)=O)F)(C1=C(C(=CC=C1F)N1C(C(C1)(C)CCl)=O)F)C1C=CC=C1